1-(2-chlorophenyl)-3-[4-(2,4-dioxo-1,2,3,4-tetrahydronaphtho[1,2-b][1,4]diazepin-5-yl)phenyl]thiourea ClC1=C(C=CC=C1)NC(=S)NC1=CC=C(C=C1)N1C2=C(NC(CC1=O)=O)C1=CC=CC=C1C=C2